FC(C(=O)NCC1=CC=CC(=N1)N1C(=CC2=CC=C(C=C12)OC(F)(F)F)C(=O)N)(F)F 1-(6-((2,2,2-trifluoroacetamido)methyl)pyridin-2-yl)-6-(trifluoromethoxy)-1H-indole-2-carboxamide